C(C)OC(=O)C1=C[C@H]([C@H]([C@@H](C1)NCC1=CC=C(C=C1)OC)O)OC(CC)CC (3R,4S,5R)-5-(4-methoxybenzylamino)-4-hydroxy-3-(pentane-3-yloxy)cyclohex-1-enecarboxylic acid ethyl ester